4-tert-butoxy-6-cyclopropyl-2-(ethanesulfonyl)-8-[(4-ethynylphenyl)methoxy]-7-[6-fluoro-5-methyl-2-(triphenylmethyl)-2H-indazol-4-yl]quinazoline C(C)(C)(C)OC1=NC(=NC2=C(C(=C(C=C12)C1CC1)C=1C2=CN(N=C2C=C(C1C)F)C(C1=CC=CC=C1)(C1=CC=CC=C1)C1=CC=CC=C1)OCC1=CC=C(C=C1)C#C)S(=O)(=O)CC